(1aS,7bR)-5-{[1-({(1r,4s)-4-[(2-aminoethyl)amino]cyclohexyl}acetyl)azetidin-3-yl]oxy}-2-hydroxy-1,1a,2,7b-tetrahydrocyclopropa[c][1,2]benzoxaborinine-4-carboxylic acid NCCNC1CCC(CC1)CC(=O)N1CC(C1)OC1=C(C2=C([C@H]3[C@@H](B(O2)O)C3)C=C1)C(=O)O